CC1=C(C(=O)NC=2OC(=NN2)C)C=CC(=C1S(=O)(=O)C)C(F)(F)F 2-Methyl-N-(5-Methyl-1,3,4-oxadiazole-2-yl)-3-(Methylsulfonyl)-4-(Trifluoromethyl)benzamide